1-butyl-1-methylpyrrolidinium bistrifluoromethanesulfonimide [N-](S(=O)(=O)C(F)(F)F)S(=O)(=O)C(F)(F)F.C(CCC)[N+]1(CCCC1)C